BrC=1C=C(C=CC1)C1(CC(C1)C)C=O 1-(3-bromophenyl)-3-methylcyclobutane-1-carbaldehyde